N1C=2C(=NC3=C1N3C(=O)N)C=CC=CC2 epiminocyclohepta[b]pyrazine-10-carboxamide